IC1=NN(C2=CC(=CC=C12)NC1CCN(CC1)C(=O)OCCCC)C butyl 4-[(3-iodo-1-methyl-indazol-6-yl)amino]piperidine-1-carboxylate